5-(chloromethyl)-2-(4-ethylbenzyl)amino-[1,2,4]Triazolo[1,5-a]Pyrimidin-7-ol ClCC1=NC=2N(C(=C1)O)N=C(N2)NCC2=CC=C(C=C2)CC